FC1=C(C=C(CC2=NNC(C3=CC=CC=C23)=O)C=C1)C(=O)N1CC(C1)=O 4-(4-fluoro-3-(3-oxoazetidine-1-carbonyl)benzyl)phthalazin-1(2H)-one